COC1=C2C=CC(OC2=CC=C1NC(=O)NC1=CC2=C(NC(=N2)C2=CC=C(C=C2)OC(F)(F)F)C=C1)(C)C 1-(5-methoxy-2,2-dimethyl-2H-chromen-6-yl)-3-(2-(4-(trifluoromethoxy)phenyl)-1H-benzo[d]imidazol-5-yl)urea